C(C)(=O)NC=1C=C(C(=O)N(C)OC)C=C(C1F)C(F)(F)F 3-acetamido-4-fluoro-N-methoxy-N-methyl-5-(trifluoromethyl)benzamide